FC=1C(=CC2=C(N=NS2)C1)F 5,6-difluorobenzothiadiazole